S-(2-hydroxyethyl)glutathione OCCSC[C@H](NC(CC[C@H](N)C(=O)O)=O)C(=O)NCC(=O)O